FC=1C(=NC(=NC1)N[C@@H]1CC[C@H](CC1)C(=O)O)C1=CC(=NC=C1)N1C(OCC1)=O trans-4-((5-fluoro-4-(2-(2-oxooxazolidin-3-yl)pyridin-4-yl)pyrimidin-2-yl)amino)cyclohexane-1-carboxylic acid